The molecule is a purine ribonucleoside 5'-diphosphate that is GDP substituted at the 3' position by an N-methylanthraniloyl group. It has a role as a fluorescent probe. It derives from a GDP and a N-methylanthranilic acid. CNC1=CC=CC=C1C(=O)O[C@@H]2[C@H](O[C@H]([C@@H]2O)N3C=NC4=C3N=C(NC4=O)N)COP(=O)(O)OP(=O)(O)O